4-methyl-3-(morpholinosulfonyl)benzoic acid CC1=C(C=C(C(=O)O)C=C1)S(=O)(=O)N1CCOCC1